N-(5-bromo-2-nitrophenyl)-1-(2-((tert-butyldimethylsilyl)oxy)ethyl)-3-methylpiperidin-3-amine BrC=1C=CC(=C(C1)NC1(CN(CCC1)CCO[Si](C)(C)C(C)(C)C)C)[N+](=O)[O-]